(S)-(1-cyano-2-(5-(3-methyl-2-oxo-2,3-dihydrobenzo[d]oxazol-5-yl)thiophene-2-yl)ethyl)carbamate C(#N)[C@H](CC=1SC(=CC1)C=1C=CC2=C(N(C(O2)=O)C)C1)NC([O-])=O